FC(CC1=C(N=C2N1C=C(C=C2)[C@@H]2[C@H](C2)C=2C=1N(N=C(C2)C=2C(NC(NC2)=O)=O)C=CN1)C(F)(F)F)(F)F 5-(8-((1S,2S)-2-(3-(2,2,2-trifluoroethyl)-2-(trifluoromethyl)imidazo[1,2-a]pyridin-6-yl)cyclopropyl)imidazo[1,2-b]pyridazin-6-yl)pyrimidine-2,4(1H,3H)-dione